tert-butyl (2R,5S)-4-(6-fluoro-2-(hydroxymethyl)-3,4-dimethyl-5-oxo-4,5-dihydro-3H-imidazo[4,5-b]pyridin-7-yl)-2,5-dimethylpiperazine-1-carboxylate FC1=C(C2=C(N(C1=O)C)N(C(=N2)CO)C)N2C[C@H](N(C[C@@H]2C)C(=O)OC(C)(C)C)C